[N+](=O)([O-])[O-].[Hg+2].[N+](=O)([O-])[O-] Mercury(II) nitrate